COC=1C=C(C=CC1)S(=O)(=O)NC1=C(C=CC=C1)C#CC1=CC=C(C(=O)O)C=C1 4-{2-[2-(3-methoxybenzenesulfonamido)-phenyl]ethynyl}benzoic acid